(((3R,4R)-1-(cyclopropylsulfonyl)-3-fluoropiperidin-4-yl)amino)-6-ethynyl-8-((1R,2R)-2-hydroxy-2-methylcyclopentyl)pyrido[2,3-d]pyrimidin-7(8H)-one C1(CC1)S(=O)(=O)N1C[C@H]([C@@H](CC1)NC=1N=CC2=C(N1)N(C(C(=C2)C#C)=O)[C@H]2[C@](CCC2)(C)O)F